CC1=C(C(=NN1)C(=O)N)C1=CC=C(C2=C1N=CS2)C(F)(F)F 5-methyl-4-[7-(trifluoromethyl)-1,3-benzothiazol-4-yl]-1H-pyrazole-3-carboxamide